N-(((2R,3R,4S)-4-(aminomethyl)-3-hydroxypyrrolidin-2-yl)methyl)-3-(4-fluorophenyl)-1H-indole-2-carboxamide hydrogen chloride salt Cl.NC[C@@H]1[C@H]([C@H](NC1)CNC(=O)C=1NC2=CC=CC=C2C1C1=CC=C(C=C1)F)O